Cl.Cl.O1CNCC2=C1C(=CC=C2)C2=CC(=C(C(=O)O)C=C2F)N2C1COCC2CC1 4-(3,4-dihydro-2H-1,3-benzoxazin-8-yl)-5-fluoro-2-(3-oxa-8-azabicyclo[3.2.1]oct-8-yl)benzoic acid dihydrochloride